7-chloro-8-fluoro-2-(((2R,7aS)-2-fluorohexahydro-1H-pyrrolizin-7a-yl)methoxy)-4-(2,2,2-trifluoroethoxy)pyrido[4,3-d]pyrimidine ClC1=C(C=2N=C(N=C(C2C=N1)OCC(F)(F)F)OC[C@]12CCCN2C[C@@H](C1)F)F